NC1=NC(=CC(=C1)C[C@@H]1[C@H](N(C1=O)C(=O)N[C@H](CC)C1=CC(=CC=C1)F)C(=O)N(C)C=1N(C=CN1)C)C (2S,3R)-3-((2-amino-6-methylpyridin-4-yl)methyl)-N2-(1-methyl-1H-imidazol-2-yl)-N1-((R)-1-(3-fluorophenyl)propyl)-N2-methyl-4-oxoazetidine-1,2-dicarboxamide